isobutyl-isopropyl-dichlorosilane C(C(C)C)[Si](Cl)(Cl)C(C)C